N-((2-(2,6-dioxopiperidin-3-yl)-1-oxoisoindolin-5-yl)methyl)-2,2-difluoropropionamide O=C1NC(CCC1N1C(C2=CC=C(C=C2C1)CNC(C(C)(F)F)=O)=O)=O